COC(=O)[C@H]1O[C@H]([C@@H]([C@H]([C@@H]1OC(C)=O)OC(C)=O)OC(C)=O)OC1=C(C=C(C=C1)C=O)[N+](=O)[O-].O1CC12CC(C2)CN2C(C1=CC=CC=C1C2CC2=NC=CC=C2Br)=O 2-((1-oxaspiro[2.3]hexan-5-yl)methyl)-3-((3-bromopyridin-2-yl)methyl)isoindolin-1-one methyl-(2S,3S,4S,5R,6S)-3,4,5-tris(acetyloxy)-6-(4-formyl-2-nitrophenoxy)oxane-2-carboxylate